6-bromo-2-methyl-3,4-dihydro-2H-benzo[b][1,4]oxazine BrC1=CC2=C(OC(CN2)C)C=C1